FC1(CCN(CC1)C=1C=C(C=CC1OC([2H])([2H])[2H])NC(C1=C(C=C(C=C1)NS(=O)(=O)CC)N1CCC2(CC2)CC1)=O)F N-(3-(4,4-difluoropiperidin-1-yl)-4-(methoxy-d3)phenyl)-4-(ethylsulfonamido)-2-(6-azaspiro[2.5]octan-6-yl)benzamide